OCC(CC(=O)N1CNC(C1)=O)N1CCOC2(CCN(C2)C2=CC=C(C=C2)OC(F)(F)F)C1 1-(4-Hydroxy-3-{2-[4-(trifluoromethoxy)phenyl]-6-oxa-2,9-diazaspiro[4.5]decan-9-yl}butanoyl)imidazolidin-4-on